tert-butyl(tert-butoxycarbonyl)(7-(4-((2-((tert-butoxycarbonyl)amino)ethyl)amino)cyclohexyl)-5-(4-phenoxyphenyl)-7H-pyrrolo[2,3-d]pyrimidin-4-yl)carbamate C(C)(C)(C)OC(N(C=1C2=C(N=CN1)N(C=C2C2=CC=C(C=C2)OC2=CC=CC=C2)C2CCC(CC2)NCCNC(=O)OC(C)(C)C)C(=O)OC(C)(C)C)=O